N1=CC(=CC=C1)N1N=C2C=CC(=CC2=C1)C(=O)NCC1=NC=CC=N1 2-(3-pyridinyl)-N-(2-pyrimidinyl-methyl)-2H-indazole-5-carboxamide